bromoantimony Br[Sb]